1-(4-(7-(6-amino-3-(trifluoromethyl)pyridin-2-yl)-6-chloro-2-(((2S,4R)-4-methoxy-1-(2-methoxyethyl)pyrrolidin-2-yl)methoxy)quinazolin-4-yl)piperazin-1-yl)prop-2-en-1-one NC1=CC=C(C(=N1)C1=C(C=C2C(=NC(=NC2=C1)OC[C@H]1N(C[C@@H](C1)OC)CCOC)N1CCN(CC1)C(C=C)=O)Cl)C(F)(F)F